CSC1=NC=NN2C1=CC=C2 4-(methylthio)pyrrolo[2,1-f][1,2,4]triazine